N-[3-chloro-4-[4-[(2S,4R)-4-hydroxy-1,1-dimethyl-piperidin-1-ium-2-carbonyl]piperazine-1-carbonyl]phenyl]-5-(2,3-difluoro-4-methoxy-phenyl)-1-methyl-imidazole-2-carboxamide ClC=1C=C(C=CC1C(=O)N1CCN(CC1)C(=O)[C@H]1[N+](CC[C@H](C1)O)(C)C)NC(=O)C=1N(C(=CN1)C1=C(C(=C(C=C1)OC)F)F)C